1-(2-((S)-2-methylazetidin-1-yl)-6-(trifluoromethyl)pyrimidin-4-yl)pyrrolidin-3-ol C[C@@H]1N(CC1)C1=NC(=CC(=N1)N1CC(CC1)O)C(F)(F)F